oxoindoline-5-carbaldehyde O=C1NC2=CC=C(C=C2C1)C=O